C(C)NC1(C(N=NC=C1)Cl)Cl N-ethyl-3,4-dichloropyridazin-4-amine